ClC1=C(CN[C@@H](CCOCCCCC2=NC=3NCCCC3C=C2)C(=O)O)C(=CN=C1)OC N-(3-chloro-5-methoxyisonicotinyl)-O-(4-(5,6,7,8-tetrahydro-1,8-naphthyridin-2-yl)butyl)-L-homoserine